CC=1C=C(C=CC1OC=1C=NC(=CC1)C)NC=1C2=C(N=CN1)C=CC(=N2)N2CCN(CC2)C(=O)OC(C)(C)C tert-butyl 4-(4-((3-methyl-4-((6-methylpyridin-3-yl)oxy)phenyl)amino)pyrido[3,2-d]pyrimidin-6-yl)piperazine-1-carboxylate